methyl 4-(2-formamidophenyl)-2-(nicotinamido)-4-oxobutanoate C(=O)NC1=C(C=CC=C1)C(CC(C(=O)OC)NC(C1=CN=CC=C1)=O)=O